O.O.OC(CC(=O)O)(CC(=O)O)C(=O)O.[Na].[Na].[Na] trisodium 2-hydroxypropane-1,2,3-tricarboxylic acid dihydrate